O=C1C(CCC(C1)=O)NC1=CC(=C(C=C1)C1CCN(CC1)[C@@H]1CC[C@H](CC1)C(=O)O)F trans-4-(4-(4-((2,4-dioxocyclohexyl)amino)-2-fluorophenyl)piperidin-1-yl)cyclohexane-1-carboxylic acid